NC1=CC(=C(C=N1)C1CCN(CC1)C(=O)OC(C)(C)C)OC Tert-butyl 4-(6-amino-4-methoxypyridin-3-yl)-piperidine-1-carboxylate